NC(C(CCC)O)CCC 5-aminooctane-4-ol